2-((1R,3s)-3-((S)-(4-methyl-4H-1,2,4-triazol-3-yl)(3-(6-(((1-methylcyclobutyl)amino)-methyl)-1-oxo-4-(trifluoromethyl)isoindolin-2-yl)phenyl)methyl)cyclobutyl)acetonitrile CN1C(=NN=C1)[C@H](C1CC(C1)CC#N)C1=CC(=CC=C1)N1C(C2=CC(=CC(=C2C1)C(F)(F)F)CNC1(CCC1)C)=O